ClC=1C(=CC(=C(N)C1)F)C=1C=NC(=NC1)OC 5-Chloro-2-fluoro-4-(2-methoxypyrimidin-5-yl)aniline